(E)-3-(4-isobutyl-2-methylphenyl)-N-(4-methoxybenzyl)propan-1-imine oxide C(C(C)C)C1=CC(=C(C=C1)CC\C=[N+](/CC1=CC=C(C=C1)OC)\[O-])C